S1C(=CC=C1)C=1NC(=CC1)C=1SC=CC1 2,5-di(2-thienyl)-1H-pyrrole